4-((3-(2-Amino-2-oxoethyl)-4-methoxypyrazolo[1,5-a]pyridin-5-yl)amino)-6-(cyclopropanecarboxamido)-N-(methyl-d3)nicotinamide NC(CC=1C=NN2C1C(=C(C=C2)NC2=CC(=NC=C2C(=O)NC([2H])([2H])[2H])NC(=O)C2CC2)OC)=O